BrC1=CC=C(C(=O)N2C(C(CC2)CC2COC2)=O)C=C1 1-(4-bromobenzoyl)-3-(oxetan-3-ylmethyl)pyrrolidin-2-one